(R)-N-((S)-6,8-difluoro-4-oxo-2,3,4,5-tetrahydrobenzo[b][1,4]oxazepin-3-yl)-1-ethyl-1-methyl-1,3-dihydrofuro[3,4-c]pyridine-6-carboxamide FC1=CC(=CC=2OC[C@@H](C(NC21)=O)NC(=O)C2=CC1=C(C=N2)CO[C@]1(C)CC)F